Methyl 3-[[(1R)-1-(2-ethylsulfinyl-6-methyl-4-oxo-chromen-8-yl)ethyl]amino]pyridine-2-carboxylate C(C)S(=O)C=1OC2=C(C=C(C=C2C(C1)=O)C)[C@@H](C)NC=1C(=NC=CC1)C(=O)OC